1,1-dicyano-2-(2-naphthyl)cyclopropane C(#N)C1(C(C1)C1=CC2=CC=CC=C2C=C1)C#N